C=1(O)C(=CC(O)=CC1)C=CC(=O)O hydroquinoneacrylic acid